C(CCCCCCCCCCCCCCCCCC)C(CO)(O)CO monononadecylglycerol